C(C1=CC=CC=C1)(=O)O[C@@H]1[C@](O[C@H]([C@@]12CCS2)N2C(NC(C=C2)=O)=O)(CI)F (4R,5R,7R,8R)-5-(2,4-dioxo-3,4-dihydropyrimidin-1(2H)-yl)-7-fluoro-7-(iodomethyl)-6-oxa-1-thiaspiro[3.4]oct-8-yl benzoate